ClC=1C(=NC=CC1C1=C(C(=CC=C1)NC1=NC=CC(=C1F)CN1C[C@H](CC1)O)Cl)C1=CC(=C(CNC[C@@H]2CCC(N2)=O)C=C1)OC (S)-5-(((4-(3-chloro-4-(2-chloro-3-((3-fluoro-4-(((S)-3-hydroxypyrrolidin-1-yl)methyl)pyridin-2-yl)amino)phenyl)pyridin-2-yl)-2-methoxybenzyl)amino)methyl)pyrrolidin-2-one